(S)-3-cyclopropyl-3-(3-((3-((diisopropylamino)methyl)-4-(5-fluoro-2-methoxypyridin-4-yl)benzoyl)oxy)phenyl)propanoic acid C1(CC1)[C@H](CC(=O)O)C1=CC(=CC=C1)OC(C1=CC(=C(C=C1)C1=CC(=NC=C1F)OC)CN(C(C)C)C(C)C)=O